tert-butyl N-[(6S)-1'-[7-(1,5-dimethylpyrazol-4-yl)-6-methyl-pyrazolo[1,5-a]pyrazin-4-yl]-2-methoxy-spiro[4,6-dihydrocyclopenta[d]thiazole-5,4'-piperidine]-6-yl]carbamate CN1N=CC(=C1C)C1=C(N=C(C=2N1N=CC2)N2CCC1(CC2)[C@@H](C2=C(N=C(S2)OC)C1)NC(OC(C)(C)C)=O)C